6-(benzo[d]thiazol-5-yl)-3,4-dihydropyridine-1(2H)-carboxylic acid tert-butyl ester C(C)(C)(C)OC(=O)N1CCCC=C1C=1C=CC2=C(N=CS2)C1